N-2-propen-1-yl-3-(trifluoromethyl)-L-phenylalanine C(C=C)N[C@@H](CC1=CC(=CC=C1)C(F)(F)F)C(=O)O